2-[1-(2,2-difluoroethyl)-1H-pyrazolo[3,4-b]pyrazin-6-yl]-8-[5-(trifluoromethyl)pyridin-2-yl]-2,8-diazaspiro[4.5]decan-3-one FC(CN1N=CC=2C1=NC(=CN2)N2CC1(CC2=O)CCN(CC1)C1=NC=C(C=C1)C(F)(F)F)F